N1=C(C=CC=C1)CS(=O)(=O)N Pyridin-2-yl-methanesulfonamide